C/C(/C(=O)C1=CC(=C(C(=C1)OC)OC)OC)=C\C1=CNC2=CC=C(C=C12)C (E)-2-methyl-3-(5-methyl-1H-indol-3-yl)-1-(3,4,5-trimethoxyphenyl)prop-2-en-1-one